C(\C=C/C(=O)[O-])(=O)[O-].C(\C=C/C(=O)[O-])(=O)[O-].C(CCC)[Sn+4]CCCC di-n-butyltin dimaleate